C(C1=CC=CC=C1)ON=C1C2(CCC(C1)C2(C)C)CS(=O)(=O)NC2=CC(=CC=C2)Cl 1-(2-((benzyloxy)imino)-7,7-dimethylbicyclo[2.2.1]hept-1-yl)-N-(3-chlorophenyl)methanesulfonamide